osmium 2,2'-bipyridine N1=C(C=CC=C1)C1=NC=CC=C1.[Os]